C(C=C)(=O)OCCCC(CC)OC(C=C)=O 1,4-hexanediol diacrylate